FC(C(=O)O)(F)F.ClC=1C=C(C(=NC1)O)[C@@H]1CN2[C@H](CO1)CNCC2 5-chloro-3-((3R,9aS)-octahydropyrazino[2,1-c][1,4]oxazin-3-yl)pyridin-2-ol 2,2,2-trifluoroacetate